Cl.[H-].[H-].[H-].[H-].C=1(C(=CC(=C(C1)N)N)N)N 1,2,4,5-benzenetetramine tetrahydride hydrochloride